FC(C(=O)O)(F)F.ClC=1C=C2C=CN(C2=C(C1)C1=C2C(=NC=C1)C=C(S2)CN2C(C(=CC2=O)C)=O)CC2(CCNCC2)C#N 4-((5-Chloro-7-(2-((3-methyl-2,5-dioxo-2,5-dihydro-1H-pyrrol-1-yl)methyl)Thieno[3,2-b]pyridin-7-yl)-1H-indol-1-yl)methyl)piperidine-4-carbonitrile trifluoroacetate